N1=C(N=CC=C1)COC1=C(C(=O)O)C(=CC(=C1)OS(=O)(=O)C1=CC=C(C)C=C1)OS(=O)(=O)C1=CC=C(C)C=C1 2-(pyrimidin-2-ylmethoxy)-4,6-bis(tosyloxy)benzoic acid